FC=1C(=C(C(=NC1)C(C)C)N)C(C)C 5-fluoro-2,4-diisopropylpyridin-3-amine